COC(=O)C(CCCCCCC)C Nonane-8-carboxylic acid methyl ester